aluminum dimethoxide (ethyl acetoacetate) C(C)CC(CC(=O)[O-])=O.C[O-].C[O-].[Al+3]